C(C1=CC=CC=C1)N1[C@@H](COCC1)CF (S)-4-benzyl-3-(fluoromethyl)morpholine